ClC=1C(=NC=C(C1)C#N)C(=O)NC1=CC=C(C(=N1)[C@]1(N=C(O[C@@H](C1)C(F)(F)F)NC(OC(C)(C)C)=O)C)F tert-Butyl (4S,6S)-4-(6-(3-chloro-5-cyanopicolinamido)-3-fluoropyridin-2-yl)-4-methyl-6-(trifluoromethyl)-5,6-dihydro-4H-1,3-oxazin-2-ylcarbamate